ClC=1C(=CC(=NC1)[N+](=O)[O-])C1=CC=C(C=C1)N1CCN(CC1)C(=O)OC(C)(C)C tert-butyl 4-(4-(5-chloro-2-nitropyridin-4-yl)phenyl)piperazine-1-carboxylate